ClC=1C=C(C=CC1C=1N(C2=NC=NC(=C2N1)OC1(CC1)C)CC1=NC=CC(=C1)C)CC(=O)N1CCNCC1 2-(3-chloro-4-(6-(1-methylcyclopropoxy)-9-((4-methylpyridin-2-yl)methyl)-9H-purin-8-yl)phenyl)-1-(piperazin-1-yl)ethan-1-one